FS(C1=CC=C(C(=O)N(C)OC)C=C1)(F)(F)(F)F 4-(pentafluorosulfanyl)-N-methoxy-N-methylbenzamide